C(C)(C)(C)OC(=O)N(C1=NC(=NN2C1=CC(=C2\C=C\C)C[C@H]([C@H](C)F)NC(OC(C)(C)C)=O)Cl)CC=2SC=CC2 tert-butyl N-[(2R,3S)-1-{4-[(tert-butoxycarbonyl)(thiophen-2-ylmethyl)amino]-2-chloro-7-[(1E)-prop-1-en-1-yl]pyrrolo[2,1-f][1,2,4]triazin-6-yl}-3-fluorobutan-2-yl]carbamate